FC(C=1N=C(SC1)NC(=O)C1=CC=CC(=N1)C1=NC=CC=C1)(F)F N-(4-(trifluoromethyl)thiazol-2-yl)-[2,2'-bipyridine]-6-carboxamide